BrC=1C(=CC2=C(OCC(N2)=O)C1)C(F)F 7-bromo-6-(difluoromethyl)-2H-benzo[b][1,4]oxazin-3(4H)-one